C(C)(=O)C1=NN(C2=CC=C(C=C12)C=1C=NC(=NC1)C)CC(=O)N1[C@@H](C[C@H](C1)F)C(=O)NC[C@@H]1CN(CC1)C (2S,4R)-1-(2-(3-acetyl-5-(2-methylpyrimidin-5-yl)-1H-indazol-1-yl)acetyl)-4-fluoro-N-(((R)-1-methylpyrrolidin-3-yl)methyl)pyrrolidine-2-carboxamide